(S)-1-(4-((1-(5-(3,5-difluorophenyl)-4,5-dihydro-1H-pyrazole-1-carbonyl)azetidin-3-yl)oxy)-5-fluoropyridin-2-yl)-2,5-dimethyl-1H-imidazole-4-carboxamide FC=1C=C(C=C(C1)F)[C@@H]1CC=NN1C(=O)N1CC(C1)OC1=CC(=NC=C1F)N1C(=NC(=C1C)C(=O)N)C